N1=CC(=CC=C1)C1=CN=C(O1)C=O 5-PYRIDIN-3-YL-OXAZOLE-2-CARBALDEHYDE